4-(1,2,3,4-tetrahydroisoquinolin-5-yl)-6,7,8,9-tetrahydro-5H-pyrido[3,4-b]Indole C1NCCC2=C(C=CC=C12)C1=CN=CC=2NC=3CCCCC3C21